C(=O)(O)CCN(CCC(=O)O)CCCCCCCCCCCCCCCC.[Na] sodium N,N-bis(2-carboxyethyl)-hexadecylamine